ClC=1C=C(C=CC1OC(C)C)C1=NC(=NO1)N1C=CC2=CC(=CC=C12)C=O (5-(3-chloro-4-isopropoxyphenyl)-1,2,4-oxadiazol-3-yl)-1H-indole-5-carbaldehyde